C(CCC)SCCCC di-normal butyl sulfide